CCCCCCCCCCCC(CCC)=O trans-12-pentadecanone